(3aS,4S,6aS)-2,2-dimethyl-5-(6-methyl-4-(trifluoromethyl)pyridin-2-yl)-6-oxo-N-(pyrrolo[1,2-b]pyridazin-2-yl)tetrahydro-4H-[1,3]dioxolo[4,5-c]pyrrole-4-carboxamide CC1(O[C@@H]2[C@@H](C(N([C@@H]2C(=O)NC=2C=CC=3N(N2)C=CC3)C3=NC(=CC(=C3)C(F)(F)F)C)=O)O1)C